6-chloro-5-(4-((3-ethyl-5-fluoro-2,4-dioxo-1,2,3,4-tetrahydroquinazolin-7-yl)methyl)piperazin-1-yl)-N-methylpicolinamide ClC1=C(C=CC(=N1)C(=O)NC)N1CCN(CC1)CC1=CC(=C2C(N(C(NC2=C1)=O)CC)=O)F